FC(C(=O)O)(S(=O)(=O)C(C(F)(F)F)(F)F)C(C(C(C(C(C(C(C(F)(F)F)(F)F)(F)F)(F)F)(F)F)(F)F)(F)F)(F)F perfluorooctyl-ethylsulfonyl-acetic acid